COC(C1=C(C=C(C=C1)NC(C(CC1=CC=CC=C1)N1C(C=C(C(=C1)OC)C1=C(C=CC(=C1)Cl)N1N=NC(=C1)C(F)(F)F)=O)=O)F)=O 4-(2-(4-(5-chloro-2-(4-(trifluoromethyl)-1H-1,2,3-triazole-1-yl)phenyl)-5-methoxy-2-oxopyridin-1(2H)-yl)-3-phenylpropionamido)-2-fluorobenzoic acid methyl ester